N1(N=CC=C1)C1=C(C=CC=C1)C(N)([2H])[2H] (2-(1H-pyrazol-1-yl)phenyl)methan-d2-amine